N-Cyclohexylbenzothiazolsulfenamide C1(CCCCC1)NSC=1SC2=C(N1)C=CC=C2